2,2,2-Trifluoroethyl 2-oxo-2-[rac-(2S,5R)-5-methyl-4-(1-methylcyclopropyl)-2-phenyl-piperazin-1-yl]acetate O=C(C(=O)OCC(F)(F)F)N1[C@H](CN([C@@H](C1)C)C1(CC1)C)C1=CC=CC=C1 |r|